ClC=1C(=C(C=C(C1)O)C1=C2C(=NC(=C1C)N1CC3(CN(C3)C(C=C)=O)CC1)CC(OC2)(C)C)C 1-(6-(4-(3-chloro-5-hydroxy-2-methylphenyl)-3,7,7-trimethyl-7,8-dihydro-5H-pyrano[4,3-b]pyridin-2-yl)-2,6-diazaspiro[3.4]octan-2-yl)prop-2-en-1-one